4-(2-(4-cyclobutyl-1H-pyrazol-1-yl)-9-ethyl-8-(pyridin-4-yl)-9H-purin-6-yl)morpholine C1(CCC1)C=1C=NN(C1)C1=NC(=C2N=C(N(C2=N1)CC)C1=CC=NC=C1)N1CCOCC1